C(C=C)(=O)OCCC[Si](OC)(CCCOC(C=C)=O)CCCOC(C=C)=O tris(γ-acryloxypropyl)methoxysilane